4-methyl-N-((R)-1-(2-methyl-3-(trifluoromethyl)phenyl)ethyl)-7-((1S,4S)-5-methyl-2,5-diazabicyclo[2.2.2]octan-2-yl)phthalazin-1-amine CC1=NN=C(C2=CC(=CC=C12)N1[C@@H]2CN([C@H](C1)CC2)C)N[C@H](C)C2=C(C(=CC=C2)C(F)(F)F)C